C1(CC1)C=1N2C(SC1)=NC(=C2)C(=O)N[C@@H]2C(N(C1=C(OC2)C=C(C=C1)C#CC(C)(C)O)C)=O (S)-3-cyclopropyl-N-(8-(3-hydroxyl-3-methylbut-1-yn-1-yl)-5-methyl-4-oxo-2,3,4,5-Tetrahydrobenzo[b][1,4]oxazepine-3-yl)imidazo[2,1-b]thiazole-6-carboxamide